2-(2,6-dioxopiperidin-3-yl)-4-(4-((4-(pyridin-2-yl)piperidin-1-yl)methyl)benzylamino)isoindoline-1,3-dione O=C1NC(CCC1N1C(C2=CC=CC(=C2C1=O)NCC1=CC=C(C=C1)CN1CCC(CC1)C1=NC=CC=C1)=O)=O